C(CC)C1(CC1)C1=CC=C(C=C1)C1=NOC(=N1)CC(C(=O)O)=C 2-((3-(4-(1-propylcyclopropyl)phenyl)-1,2,4-oxadiazol-5-yl)methyl)acrylic acid